N,N'-Dicarbobenzyloxy-L-ornithine C(=O)(OCC1=CC=CC=C1)N[C@@H](CCCNC(=O)OCC1=CC=CC=C1)C(=O)O